ClC1=CC(=C(N)C=C1[C@H]1[C@@H](C1)C)F |r| rac-4-chloro-2-fluoro-5-((1R,2R)-2-methylcyclopropyl)aniline